The molecule is a member of the class of phosphonic acids that is phosphonic acid substituted by an aminomethyl group. It is a metabolite of the herbicide glyphosate. It is a one-carbon compound and a member of phosphonic acids. It derives from a phosphonic acid. It is a conjugate acid of an (aminomethyl)phosphonate(1-). C(N)P(=O)(O)O